undecylenoyl-alanine C(CCCCCCCCC=C)(=O)N[C@@H](C)C(=O)O